CC1=C(C(=CC(=C1C)OCCCC)C)O 2,3,6-trimethyl-4-butoxyphenol